(2R or S)-4,4-difluoro-2-(4-fluorophenyl)-N-{4-[7-(pyridin-2-yl)-5H-pyrrolo[3,2-c]pyridazin-6-yl]pyridin-2-yl}butanamide FC(C[C@@H](C(=O)NC1=NC=CC(=C1)C1=C(C=2N=NC=CC2N1)C1=NC=CC=C1)C1=CC=C(C=C1)F)F |o1:3|